(2S,4R)-1-[(2S)-2-(4-cyclopropyltriazol-1-yl)-3,3-dimethyl-butanoyl]-N-[(4-cyclopropyl-1,2,4-triazol-3-yl)methyl]-4-hydroxy-pyrrolidine-2-carboxamide C1(CC1)C=1N=NN(C1)[C@H](C(=O)N1[C@@H](C[C@H](C1)O)C(=O)NCC1=NN=CN1C1CC1)C(C)(C)C